O1CCN(CCC1)C(=O)C1=CC=C(C=C1)C1=C(C(=NC2=CC=C(C=C12)OC)C)C(=O)N (4-(1,4-oxazepan-4-carbonyl)phenyl)-6-methoxy-2-methylquinoline-3-carboxamide